BrC=1C=C(C=CC1)[C@@H](C)NC=1C2=C(N=C(N1)C)C=NC(=C2)F N-[(1R)-1-(3-bromophenyl)ethyl]-6-fluoro-2-methylpyrido[3,4-d]pyrimidin-4-amine